(S)-N-(1-(4-Bromophenyl)-2,2,2-trifluoroethyl)tetrahydro-2H-thiopyran-4-carboxamide 1,1-dioxide BrC1=CC=C(C=C1)[C@@H](C(F)(F)F)NC(=O)C1CCS(CC1)(=O)=O